1-methylquinoxaline-2,3(1H,4H)-dione CN1C(C(NC2=CC=CC=C12)=O)=O